CN1CN(CC1)C(CN)C 2-(3-methylimidazolidin-1-yl)propylamine